COC(C1=C(C=C(C=C1)CN1CCN(CC1)C1=CC(=C(C=C1)C#N)C(F)(F)F)F)=O methyl-4-((4-(4-cyano-3-(trifluoromethyl) phenyl) piperazin-1-yl) methyl)-2-fluorobenzoate